CC=1C=C(\C=N\NC2=C3N=CN(C3=NC(=N2)N2CCOCC2)CC(=O)C2=CC(=CC=C2)C(F)(F)F)C=CC1 (E)-2-(6-(2-(3-methylbenzylidene)hydrazinyl)-2-morpholino-9H-purin-9-yl)-1-(3-(trifluoromethyl)phenyl)ethan-1-one